CN1CC(OCC1)CNC1=C(C=C(C=C1)S(=O)(=O)N)[N+](=O)[O-] 4-((4-Methylmorpholin-2-yl)methylamino)-3-nitrobenzenesulfonamide